3-(2-chlorophenyl)-1,4-oxazepan ClC1=C(C=CC=C1)C1COCCCN1